Cl.FC=1C(=NC=C(C1)F)[C@H](C)N (S)-1-(3,5-difluoropyridin-2-yl)ethan-1-amine hydrochloride